NC=1C(=NC(=CN1)C1=NC(=CC=C1C(F)(F)F)N1CC(C1)(F)F)C(=O)NC1=NC=CC=C1N1CCC(CC1)(C)NC(OC(C)(C)C)=O tert-butyl (1-(2-(3-amino-6-(6-(3,3-difluoroazetidin-1-yl)-3-(trifluoromethyl)pyridin-2-yl)pyrazine-2-carboxamido)pyridin-3-yl)-4-methylpiperidin-4-yl)carbamate